O1CCN(CC1)CCCO 3-morpholinopropan-1-ol